Methyl 5-(4-cyano-3-fluorophenyl)-1-(4-iodophenyl)-1H-pyrazole-3-carboxylate C(#N)C1=C(C=C(C=C1)C1=CC(=NN1C1=CC=C(C=C1)I)C(=O)OC)F